2-(Bocamino)suberic acid C(=O)(OC(C)(C)C)NC(C(=O)O)CCCCCC(=O)O